(S)-1-((3-methoxypyrrolidin-1-yl)sulfonyl)-1H-imidazole CO[C@@H]1CN(CC1)S(=O)(=O)N1C=NC=C1